5-{[4-(3-chlorobenzyl)-5-fluoro-2-thienyl]carbonyl}pyrimidin ClC=1C=C(CC=2C=C(SC2F)C(=O)C=2C=NC=NC2)C=CC1